[Br-].C(C)(C)C1=C(C(=CC=C1)C(C)C)N1C=[N+](C(=C1C)C)CC1=CC=CC=C1 1-(2,6-diisopropylphenyl)-4,5-dimethyl-3-benzyl-1H-imidazol-3-ium bromide